N-(5-(cyclopropylethynyl)-1,3,4-thiadiazol-2-yl)-2'-(difluoromethyl)-5'-methoxy-1-methyl-6-oxo-1,6-dihydro-[3,4'-bipyridine]-4-carboxamide C1(CC1)C#CC1=NN=C(S1)NC(=O)C=1C(=CN(C(C1)=O)C)C1=CC(=NC=C1OC)C(F)F